C12CN(CC(CC1)N2)C=2C1=C(N=C(N2)OCC2(C(C2)(F)F)CN(C)C)CN(CC1)C1=CC(=CC2=CC=CC(=C12)Br)O 4-(4-(3,8-Diazabicyclo[3.2.1]oct-3-yl)-2-((1-((dimethylamino)methyl)-2,2-difluorocyclopropyl)methoxy)-5,8-dihydropyrido[3,4-d]pyrimidin-7(6H)-yl)-5-bromonaphthalen-2-ol